NC1=C2C(N(C(C2=CC=C1)=O)C1C(NC(CC1)=O)=O)=O 4-amino-2-(2,6-dioxopiperidin-3-yl)-1H-isoindole-1,3(2H)-dione